5-(4-((3-ethyl-5-fluoro-2,4-dioxo-1,2,3,4-tetrahydropyrido[2,3-d]pyrimidin-7-yl)methyl)piperazin-1-yl)-6-methyl-N-ethylpyridinecarboxamide C(C)N1C(NC2=C(C1=O)C(=CC(=N2)CN2CCN(CC2)C=2C=CC(=NC2C)C(=O)NCC)F)=O